BrC=1C=C(C(=NC1)C1=C(C=NC=C1)F)CO (5-bromo-3'-fluoro-[2,4'-bipyridine]-3-yl)methanol